methyl ((1R,3R)-3-(3-(methyl-d3)-6-((8-(1-methylcyclopropyl)quinolin-2-yl)amino)-2-oxo-2,3-dihydro-1H-imidazo[4,5-c]pyridin-1-yl)cyclopentyl)carbamate C(N1C(N(C2=C1C=NC(=C2)NC2=NC1=C(C=CC=C1C=C2)C2(CC2)C)[C@H]2C[C@@H](CC2)NC(OC)=O)=O)([2H])([2H])[2H]